methyl [(5-bromopyridin-2-yl)(tert-butoxycarbonyl)amino]acetate BrC=1C=CC(=NC1)N(C(=O)OC(C)(C)C)CC(=O)OC